CNC(OC1=C(C(=CC(=C1)C)C)C)=O 2,3,5-TRIMETHYLPHENYL METHYLCARBAMATE